rac-azetidin-1-yl((4bS,5R,6R,7S,7aR)-7a-(4-bromophenyl)-4b,5-dihydroxy-4-methoxy-7-phenyl-4b,6,7,7a-tetrahydro-5H-cyclopenta[4,5]furo[2,3-c]pyridin-6-yl)methanone N1(CCC1)C(=O)[C@@H]1[C@H]([C@]2([C@](C3=C(C=NC=C3OC)O2)([C@@H]1O)O)C1=CC=C(C=C1)Br)C1=CC=CC=C1 |r|